BrC=1C=C(C(=NC1)C=O)OC 5-bromo-3-methoxypicolinaldehyde